(1-(4-chlorophenyl)cyclopropane-1-carbonyl)-L-valyl-D-glutamic acid ClC1=CC=C(C=C1)C1(CC1)C(=O)N[C@@H](C(C)C)C(=O)N[C@H](CCC(=O)O)C(=O)O